rac-benzyl 6-fluoro-1,4-dioxa-8-azaspiro[4.5]decane-8-carboxylate F[C@H]1C2(OCCO2)CCN(C1)C(=O)OCC1=CC=CC=C1 |r|